N-(2-fluoro-4-methyl-5-(2-(methylamino)-8,9-dihydroimidazo[1',2':1,6]pyrido[2,3-d]pyrimidin-6-yl)phenyl)-4-(2-hydroxypropan-2-yl)pyridineamide FC1=C(C=C(C(=C1)C)C1=CC2=C(N=C(N=C2)NC)N2C1=NCC2)NC(=O)C2=NC=CC(=C2)C(C)(C)O